2-(((1-(2-hydroxyethyl)piperidin-4-yl)thio)methyl)-8-methylquinazolin OCCN1CCC(CC1)SCC1=NC2=C(C=CC=C2C=N1)C